[Cu].[N+]1(=CC=CC=C1)[S-] pyridine sulfide Copper